1-(4-methylpiperazin-1-yl)-2-(2-((6-(pyridin-4-yl)benzo[d]thiazol-2-yl)amino)pyridin-4-yl)ethanone CN1CCN(CC1)C(CC1=CC(=NC=C1)NC=1SC2=C(N1)C=CC(=C2)C2=CC=NC=C2)=O